[Si](C)(C)(C(C)(C)C)OCC1CO1 tert-butyldimethylsilylglycidylether